piperidinyl-ethanol N1(CCCCC1)C(C)O